4-chloro-5-fluoro-5,6,7,8-tetrahydroquinoline ClC1=CC=NC=2CCCC(C12)F